ClCC(=O)N(COC)C1=C(C=CC=C1CC)CC 2-chloro-N-(2,6-diethylphenyl)-N-(methoxymethyl)acetamide